5-[2-(2-cyanoacetamido)imidazo[1,2-b]pyridazin-6-yl]-2-methoxy-N-{[2-(trifluoromethoxy)phenyl]methyl}pyridine-3-carboxamide C(#N)CC(=O)NC=1N=C2N(N=C(C=C2)C=2C=C(C(=NC2)OC)C(=O)NCC2=C(C=CC=C2)OC(F)(F)F)C1